C(C)OC(CSC1=CC=CC(=N1)N1C(=CC2=CC=C(C=C12)OC(F)(F)F)C(=O)O)=O 1-(6-((2-ethoxy-2-oxoethyl)thio)pyridin-2-yl)-6-(trifluoromethoxy)-1H-indole-2-carboxylic acid